7-Fluoro-2-(1-fluoro-1-methylpropyl)-5-phenyl-6,7-dihydro-5H-pyrrolo[1,2-b][1,2,4]triazol FC1CC(N2N=C(N=C21)C(CC)(C)F)C2=CC=CC=C2